glycyl-glycine zinc [Zn].NCC(=O)NCC(=O)O